6-(4-diethylaminobenzylamino)-9-β-D-arabinofuranosylpurine C(C)N(C1=CC=C(CNC2=C3N=CN(C3=NC=N2)[C@H]2[C@@H](O)[C@H](O)[C@H](O2)CO)C=C1)CC